ClC1=C(C=CC=C1C1=NC=CC(=C1Cl)NC1=NC=CC(=C1F)CN1CC(C1)COC)C1=CC=C(C(=N1)OC)CNCC1CCC(N1)=O 5-((((6-(2-chloro-3-(3-chloro-4-((3-fluoro-4-((3-(methoxymethyl)azetidin-1-yl)methyl)pyridin-2-yl)amino)pyridin-2-yl)phenyl)-2-methoxypyridin-3-yl)methyl)amino)methyl)pyrrolidin-2-one